6,6'-((4-bromophenyl)azanediyl)bis(2-methyl-N-(quinolin-8-yl)benzamide) BrC1=CC=C(C=C1)N(C1=CC=CC(=C1C(=O)NC=1C=CC=C2C=CC=NC12)C)C1=CC=CC(=C1C(=O)NC=1C=CC=C2C=CC=NC12)C